C(C)SC=1OC2=C(C=C(C=C2C(C1)=O)C)C(C)NC1=C(C(=O)O)C=CC=C1 2-((1-(2-(ethylsulfanyl)-6-methyl-4-oxo-4H-chromen-8-yl)ethyl)amino)benzoic acid